(1S,4S,5R)-5-[[3-(2,6-dichlorophenyl)-5-(1-fluorocyclopropyl)-1,2-oxazol-4-yl]methoxy]-2-azabicyclo[2.2.1]heptane ClC1=C(C(=CC=C1)Cl)C1=NOC(=C1CO[C@H]1[C@@H]2CN[C@H](C1)C2)C2(CC2)F